ClC1=NN(C=C1C1=NC=CC(=N1)NC=1N=CC2=C(C=CC(=C2C1)C(C)C)N1[C@@H]([C@H](C1)CS(=O)(=O)C)C)C1C(CC1)(F)F N-(2-(3-chloro-1-(2,2-difluorocyclobutyl)-1H-pyrazol-4-yl)pyrimidin-4-yl)-5-isopropyl-8-((2R,3S)-2-methyl-3-((methylsulfonyl)methyl)azetidin-1-yl)isoquinolin-3-amine